3,5-dichloro-6-(2-methoxy-4-(trifluoromethyl)phenyl)-1,2,4-triazine ClC=1N=NC(=C(N1)Cl)C1=C(C=C(C=C1)C(F)(F)F)OC